1-(6-cyclopropylimidazo[1,2-a]pyridin-2-yl)ethane-1,2-diol C1(CC1)C=1C=CC=2N(C1)C=C(N2)C(CO)O